3-(1-thioxo-6-((4-(6-(trifluoromethyl)pyridin-2-yl)piperazin-1-yl)methyl)isoindolin-2-yl)piperidine-2,6-dione S=C1N(CC2=CC=C(C=C12)CN1CCN(CC1)C1=NC(=CC=C1)C(F)(F)F)C1C(NC(CC1)=O)=O